3-(3-(1-(2-(5-((4-(2,2-difluoroethyl)-6-fluoro-1H-indol-5-yl)oxy)-2-fluorophenyl)-1H-imidazol-4-yl)-1-hydroxyethyl)phenyl)propanoic acid FC(CC1=C2C=CNC2=CC(=C1OC=1C=CC(=C(C1)C=1NC=C(N1)C(C)(O)C=1C=C(C=CC1)CCC(=O)O)F)F)F